1-((4-methylphenyl)sulfonamido)heptane-4-sulfonyl fluoride CC1=CC=C(C=C1)S(=O)(=O)NCCCC(CCC)S(=O)(=O)F